1-(4-(6-chloro-8-cyclopropoxy-7-(5-methyl-1H-indazol-4-yl)-2-((1-methylpiperidin-4-yl)oxy)quinazolin-4-yl)piperazin-1-yl)prop-2-en-1-one ClC=1C=C2C(=NC(=NC2=C(C1C1=C2C=NNC2=CC=C1C)OC1CC1)OC1CCN(CC1)C)N1CCN(CC1)C(C=C)=O